FC1=CC=C(C=C1)C1=CC=2C(=NC=C(C2)C2=CC=CC(=N2)C(=O)O)N1 6-(2-(4-Fluorophenyl)-1H-pyrrolo[2,3-b]pyridin-5-yl)picolinic Acid